C[C@@H]1N(CC1)C1=NC(=CC(=C1C#N)C(F)(F)F)C=1C=NN(C1)C1CCNCC1 2-[(2S)-2-methylazetidin-1-yl]-6-[1-(4-piperidyl)pyrazol-4-yl]-4-(trifluoromethyl)pyridine-3-carbonitrile